CC=1C=2N(C=C(N1)C)N=C(C2)C2=CC(=C1C(N(C=NC1=C2)C2CCN(CC2)C(=O)OC(C)(C)C)=O)F tert-butyl 4-(7-{4,6-dimethylpyrazolo[1,5-a]pyrazin-2-yl}-5-fluoro-4-oxoquinazolin-3-yl)piperidine-1-carboxylate